COC(COC=1C(NC2=CC=C(C=C2C1)NC1=NC(=C(C=C1Cl)C#N)Cl)=O)=O 2-((6-((3,6-Dichloro-5-cyanopyridin-2-yl)amino)-2-oxo-1,2-dihydroquinolin-3-yl)oxy)acetic acid methyl ester